FC(C(=O)O)(F)F.NC1CCC(CC1)CN1C(\C(\C2=CC=C(C=C12)CCC(=O)NC)=C/C=1NC(=CC1C)C)=O 3-((Z)-1-(((1r,4r)-4-aminocyclohexyl)methyl)-3-((3,5-dimethyl-1H-pyrrol-2-yl)methylene)-2-oxoindol-6-yl)-N-methylpropanamide trifluoroacetate salt